C1(CC1)C=1N=CC2=C3C(=CC(=C2C1)S(NCC(C)C)(=O)=O)CCC3NC=3C=CC(=NC3)C(=O)O 5-[[3-cyclopropyl-5-(2-methylpropylsulfamoyl)-8,9-dihydro-7H-cyclopenta[H]isoquinolin-9-yl]amino]pyridine-2-carboxylic acid